NC1=C(C=CC(=N1)C(=O)O)N1N=C2C(=C1)CN(C2)C(=O)OC(C)(C)C 6-Amino-5-(5-(tert-butoxycarbonyl)-5,6-dihydropyrrolo[3,4-c]pyrazol-2(4H)-yl)pyridine-2-carboxylic acid